5-aminohexahydropyrrolo[3,4-c]pyrrole NN1CC2C(C1)CNC2